ClC1=C(C=C(C=C1)C1=CN=C2C(=N1)N(N=C2)CC(=O)N(C)C)C(F)(F)F 2-[6-[4-Chloro-3-(trifluoromethyl)phenyl]pyrazolo[3,4-b]pyrazin-1-yl]-N,N-dimethyl-acetamide